BrC=1C=C2C(=NC=NC2=C(C1)OC(F)F)N(C(C)C1=NC=CN=C1N1N=CC=N1)C 6-bromo-8-(difluoromethoxy)-N-methyl-N-[1-[3-(triazol-2-yl)pyrazin-2-yl]ethyl]quinazolin-4-amine